CC12OCCC1C1(CCCC(C1CC2)(C)C)C Dodecahydro-3a,6,6,9a-tetramethyl-naphtho[2,1-b]furan